2-methyl-5,6-diphenyl-3(2H)-pyridazinone CN1N=C(C(=CC1=O)C1=CC=CC=C1)C1=CC=CC=C1